1-N-ethylformamide C(C)NC=O